2'-bromo-7'-fluoro-4-(3-chloroanilino)spiro[cyclohexane-1,1'-indene]-4-carboxylic acid BrC=1C2(C3=C(C=CC=C3C1)F)CCC(CC2)(C(=O)O)NC2=CC(=CC=C2)Cl